C(C(C)C)N1CCC2(CN(C2)CC2=CC=C(C=C2)OC)CC1 7-isobutyl-2-(4-methoxybenzyl)-2,7-diazaspiro[3.5]nonane